1,1'-(bicyclo[2.2.1]heptane-2,5-diylbis(methylene))bis(3,4-dimethyl-1H-pyrrole-2,5-dione) C12C(CC(C(C1)CN1C(C(=C(C1=O)C)C)=O)C2)CN2C(C(=C(C2=O)C)C)=O